C1(CC1)C1=CC=C(C=C1)C(C)N1N=CC2=C(C=CC(=C12)C(=O)OC)C#CC methyl 1-(1-(4-cyclopropylphenyl) ethyl)-4-(propane-1-yn-1-yl)-1H-indazole-7-carboxylate